O1S(NN=C1)=O oxathiadiazole-2-oxide